1-cyclohexyl-3-methyl-7-(4-((4-(methylsulfonyl)piperidin-1-yl)methyl)phenyl)-6-(phenylsulfonyl)-3,6-dihydroimidazo[4,5-d]pyrrolo[2,3-b]pyridin-2(1H)-one C1(CCCCC1)N1C(N(C=2C1=C1C(=NC2)N(C(=C1)C1=CC=C(C=C1)CN1CCC(CC1)S(=O)(=O)C)S(=O)(=O)C1=CC=CC=C1)C)=O